OC=1C=C(C=CC1)C=1C(OC2=C(C1C)C=C(C=C2)O)C2=CC=C(C=C2)OCCN2C[C@@H](CC2)C 3-(3-hydroxyphenyl)-4-methyl-2-(4-(2-((R)-3-methylpyrrolidin-1-yl)ethoxy)phenyl)-2H-benzopyran-6-ol